(R)-(4-fluorophenyl-2,3,5,6-d4)(8-methyl-3-(3-(methyl-d3)-1,2,4-thiadiazol-5-yl)-5,6-dihydro-[1,2,4]triazolo[4,3-a]pyrazin-7(8H)-yl)methanone FC1=C(C(=C(C(=C1[2H])[2H])C(=O)N1[C@@H](C=2N(CC1)C(=NN2)C2=NC(=NS2)C([2H])([2H])[2H])C)[2H])[2H]